[Si](C)(C)(C(C)(C)C)OCC1=CC=C(C=C1)N1C(=NC=2C1=NC(=CC2)C2=NN(C=N2)C)C=2C(=NC=CC2)N 3-(3-(4-(((Tert-butyldimethylsilyl)oxy)methyl)phenyl)-5-(1-methyl-1H-1,2,4-triazol-3-yl)-3H-imidazo[4,5-b]pyridin-2-yl)pyridin-2-amine